(1R,1'R)-1,1'-([1,1'-biphenyl]-3,3'-diyl)bis(ethan-1-ol) C1(=CC(=CC=C1)[C@@H](C)O)C1=CC(=CC=C1)[C@@H](C)O